N-(6-amino-5-methyl-3-pyridyl)-2-(2-cyclobutyl-1-piperidyl)-2-oxo-acetamide NC1=C(C=C(C=N1)NC(C(=O)N1C(CCCC1)C1CCC1)=O)C